NCCCN1C2=C(N(C(C3=C1C=C(C=C3)Cl)=O)CCCO)C=CC=C2 5-(3-aminopropyl)-3-chloro-10-(3-hydroxypropyl)-5,10-dihydro-11H-dibenzo[b,e][1,4]diazepin-11-one